C(C)(C)(C)[C@@H]1C[C@H]([C@@H](O1)C(=O)NC1=CC(=NC=C1)C(=O)N)C1=C(C(=C(C=C1)F)F)OC |o1:4,6,7| rel-(2R,3S,SR)-4-[[5-tert-butyl-3-(3,4-difluoro-2-methoxyphenyl)tetrahydrofuran-2-carbonyl]amino]pyridine-2-carboxamide